ClC1=NC(=NC=C1C)C(F)(F)F 4-chloro-5-methyl-2-(trifluoromethyl)pyrimidine